C=CCC(CCCCCC)OC1=CC=C(C=C1)CCC(C)=O 4-(4-(dec-1-en-4-yloxy)phenyl)butan-2-one